(3-methylphenyl)-4-phenyl-3,6-dihydro-2H-1,3,5-oxadiazine CC=1C=C(C=CC1)C1OCN=C(N1)C1=CC=CC=C1